2-hydroxy-6-({1-[(4R)-4-hydroxy-L-prolyl]azetidin-3-yl}oxy)benzoic acid OC1=C(C(=O)O)C(=CC=C1)OC1CN(C1)C([C@H]1NC[C@@H](C1)O)=O